Cl.O=C1NC(CCC1NC1=CC(=C(C=C1)N1CCC(CCC1)(O)CC(=O)O)F)=O 2-[1-[4-[[2,6-dioxo-3-piperidyl]amino]-2-fluoro-phenyl]-4-hydroxy-azepan-4-yl]acetic acid hydrochloride